androstane-17β-carboxamide C[C@@]12[C@H](CC[C@H]1[C@@H]1CCC3CCCC[C@]3(C)[C@H]1CC2)C(=O)N